3-(4-bromopyridin-2-yl)oxetan-3-ol BrC1=CC(=NC=C1)C1(COC1)O